ClC=1C(=C(CN(C(=O)C=2C(=NN(C2F)C)C(F)F)C2CC2)C(=CC1)C(F)(F)F)F [3-Chloro-2-fluoro-6-(trifluoromethyl)benzyl]-N-cyclopropyl-3-(difluoromethyl)-5-fluoro-1-methyl-1H-pyrazole-4-carboxamide